6-chloro-N,N-diisopropyl-4-methyl-4H-benzo[d][1,3,2]dioxaphosphinin-2-amine ClC1=CC2=C(OP(OC2C)N(C(C)C)C(C)C)C=C1